(R)-2-(3-(cyanomethyl)pyrrolidin-1-yl)-N-(3-(2-((1,5-dimethyl-1H-pyrazol-3-yl)amino)-5-methylpyrimidin-4-yl)-1H-indol-7-yl)acetamide C(#N)C[C@@H]1CN(CC1)CC(=O)NC=1C=CC=C2C(=CNC12)C1=NC(=NC=C1C)NC1=NN(C(=C1)C)C